C(#C)C=1[C-](C=CC1)C1=C(N)C=CC=C1.[CH-]1C=CC=C1.[Fe+2] o-(ethynylferrocenyl)aniline